3-(4-fluoro-3-(trifluoromethyl)phenyl)propionic acid methyl ester trifluoroacetate FC(C(=O)O)(F)F.COC(CCC1=CC(=C(C=C1)F)C(F)(F)F)=O